CC=1CCCC(C1)C1=C(C=C(C=C1OCN(C(O)=O)C1=CC=CC=C1)CCCCC)OCN(C(O)=O)C1=CC=CC=C1.C(CCCCC#N)#N hexanedinitrile (((5'-methyl-4-pentyl-1',2',3',4'-tetrahydro-[1,1'-biphenyl]-2,6-diyl)bis(oxy))bis(methylene))bis(phenylcarbamate)